2-(piperidin-4-yl)indolizine-7-carboxamide N1CCC(CC1)C=1C=C2C=C(C=CN2C1)C(=O)N